FC1(CCN(CC1)C=1N=C(C2=C(N1)CCC2)NC(C2=C(C=C(C=C2)S(NCCO)(=O)=O)N2CCC1(CC1)CC2)=O)F N-(2-(4,4-difluoropiperidin-1-yl)-6,7-dihydro-5H-cyclopenta[d]pyrimidin-4-yl)-4-((2-hydroxyethyl)sulfamoyl)-2-(6-azaspiro[2.5]octan-6-yl)benzamide